2,2-dimethyl-1,3-dioxolan-4-yl-benzene CC1(OCC(O1)C1=CC=CC=C1)C